(R or S)-2-(1-Cyclopropyl-2-hydroxy-2-methylpropyl)-7-vinylisoindolin-1-one C1(CC1)[C@H](C(C)(C)O)N1C(C2=C(C=CC=C2C1)C=C)=O |o1:3|